ClC=1C=C2C=C(NC2=CC1C1=NC=CC(=C1)OC)CNC(C)=O N-((5-chloro-6-(4-methoxypyridin-2-yl)-1H-indol-2-yl)methyl)acetamide